C1(CCC1)N1N=C2C(CN(CCC2)C(=O)OC(C)(C)C)=C1 tert-butyl 2-cyclobutyl-4,6,7,8-tetrahydropyrazolo[4,3-c]azepine-5(2H)-carboxylate